NC1=NC=2C=C(C(=CC2C2=C1C=NN2C)C(=O)N2N(CC(C2)C)C2=NC=C(C=C2F)C#CC(C)(C)OC)C (4-amino-1,7-dimethyl-1H-pyrazolo[4,3-c]quinolin-8-yl)(2-(3-fluoro-5-(3-methoxy-3-methylbut-1-yn-1-yl)pyridin-2-yl)-4-methylpyrazolidin-1-yl)methanone